CN(C1CCN(CC1)CC1=CC=C(COC2=C3CN(C(C3=CC=C2)=O)C2C(NC(CC2)=O)=O)C=C1)C 3-{4-[4-(4-Dimethylamino-piperidin-1-ylmethyl)-benzyloxy]-1-oxo-1,3-dihydro-isoindol-2-yl}-piperidine-2,6-dione